9-fluoro-10-(4-methoxybenzoyl)-7-nitro-1,2,3,4-tetrahydropyrimidino[1,2-a]indole FC=1C=2C(=C3N(C2C=C(C1)[N+](=O)[O-])CCCN3)C(C3=CC=C(C=C3)OC)=O